3-((1R,3R)-1-(2,6-DIFLUORO-4-((1-(3-FLUOROPROPYL)AZETIDIN-3-YL)AMINO)PHENYL)-3-METHYL-1,3,4,9-TETRAHYDRO-2H-PYRIDO[3,4-B]INDOL-2-YL)-2,2-DIFLUOROPROPAN-1-OL TARTRATE C(=O)(O)C(O)C(O)C(=O)O.FC1=C(C(=CC(=C1)NC1CN(C1)CCCF)F)[C@H]1N([C@@H](CC2=C1NC1=CC=CC=C21)C)CC(CO)(F)F